ClC1=C(C=CC=C1)C=1N=C(NC1C1=CC=CC=C1)CC=1SC=CC1 4-(2-chlorophenyl)-5-phenyl-2-(2-thienylmethyl)imidazole